2-fluoro-4-methoxy-1-(prop-1-en-2-yl)benzene FC1=C(C=CC(=C1)OC)C(=C)C